N(=[N+]=[N-])CC=1C=CC(=NC1)CN(CC1=NC=CC=C1)CC1=NC=CC=C1 (5-(azidomethyl)pyridin-2-yl)-N,N-bis(pyridin-2-ylmethyl)methylamine